5-(3-hydroxypropyl)amino-2-methylphenol OCCCNC=1C=CC(=C(C1)O)C